N1CC[C@@H](CCC1)N1C(=NC2=C3CC[C@@H](N(C3=CC=C21)C(=O)OC)C)[C@H](CC2=CC=CC=C2)C methyl (S)-3-((R)-azepan-4-yl)-7-methyl-2-((S)-1-phenylpropan-2-yl)-3,7,8,9-tetrahydro-6H-imidazo[4,5-f]quinoline-6-carboxylate